FC(C(C(C(C(F)(F)F)(F)F)(C(C(F)(F)F)(F)F)F)(C(F)(F)F)F)(F)F perfluoro-2-methyl-3-ethylpentane